N1CCNCCNCCNCC1 1,4,7,10-tetrazacyclododecan